NC1=NN=C(C2=CC(=CC=C12)C=1C=C(C=CC1NC=1C=NSC1)B(O)O)C [3-(1-amino-4-methylphthalazin-6-yl)-4-(1,2-thiazol-4-ylamino)phenyl]boronic acid